Cl.FC(C(N)C1=CC(=CC=C1)OC)(F)F 2,2,2-trifluoro-1-(3-methoxyphenyl)ethan-1-amine hydrochloride